COC1=C(C=CC=C1)C(C=CC1=CC=C(C(=O)O)C=C1)=O 4-[3-(2-Methoxyphenyl)-3-oxoprop-1-en-1-yl]benzoic acid